CC1=C(N2C=CC(=C2C=C1C(=O)O)C1=CC=NN1C1OCCCC1)C(C)OCC=1SC=CN1 6-methyl-1-(1-(tetrahydro-2H-pyran-2-yl)-1H-pyrazol-5-yl)-5-(1-(thiazol-2-ylmethoxy)ethyl)indolizine-7-carboxylic acid